FCC1OCCN(C1)C=1C=C2C(=CC=NC2=CC1)C(=O)O 6-(2-(Fluoromethyl)morpholino)quinoline-4-carboxylic acid